C(C)(=O)OCCC(C(=O)[O-])(Cl)C(C)=O 4-acetoxy-2-acetyl-2-chlorobutyrate